CNC(=O)C=1N(N=CC1)CC=1SC(=CC1)C1=NOC(=N1)C(F)(F)F N-methyl-2-[[5-[5-(trifluoromethyl)-1,2,4-oxadiazol-3-yl]-2-thienyl]methyl]pyrazole-3-carboxamide